4-chloro-7-(2-fluoro-phenyl)-5-iodo-7H-pyrrolo[2,3-d]pyrimidine ClC=1C2=C(N=CN1)N(C=C2I)C2=C(C=CC=C2)F